5-chloro-2-(2-fluoro-4-pyridinyl)-4-[rac-(3R)-3-amino-1-piperidinyl]-1H-pyrimidin-6-one ClC1=C(N=C(NC1=O)C1=CC(=NC=C1)F)N1C[C@@H](CCC1)N |r|